4-(4,5-dimethyl-6-oxo-1-propyl-1,6-dihydropyridin-3-yl)-2,6-dimethoxybenzaldehyde CC=1C(=CN(C(C1C)=O)CCC)C1=CC(=C(C=O)C(=C1)OC)OC